(2E)-4-(dimethylamino)-1-[2-(4-fluorophenyl)-4-methyl-3-(1H-pyrrolo[2,3-b]pyridin-4-yl)-6,7-dihydropyrazolo[1,5-a]pyrazin-5(4H)-yl]but-2-en-1-one CN(C/C=C/C(=O)N1C(C=2N(CC1)N=C(C2C2=C1C(=NC=C2)NC=C1)C1=CC=C(C=C1)F)C)C